BrC=1C=C(CN[C@@H]2CCO[C@]23O[C@@H]([C@@H]([C@@H]([C@H]3O)N3N=NC(=C3)C3=CC(=C(C(=C3)F)F)F)O)CO)C=CC1 (4r,5s,7r,8r,9s,10r)-4-((3-bromobenzyl)amino)-7-(hydroxymethyl)-9-(4-(3,4,5-trifluorophenyl)-1H-1,2,3-triazol-1-yl)-1,6-dioxaspiro[4.5]decan-8,10-diol